COC(C)C1=NN(C2=CC=C(C=C12)N)COCC[Si](C)(C)C 3-(1-methoxyethyl)-1-((2-(trimethylsilyl)ethoxy)methyl)-1H-indazol-5-amine